CC1=NC(=CC(=C1[N+](=O)[O-])O)C 2,6-dimethyl-3-nitro-4-hydroxypyridine